ClC1=CC=C(C=C1)[C@@]1(N(C(C2=CC(=CC(=C12)F)C(COC([2H])([2H])[2H])(C)O)=O)C([2H])([2H])C1=NC=C(C=C1)Cl)O[C@@H]1COCC1 (3R)-3-(4-Chlorophenyl)-2-[(5-chloropyridin-2-yl)(2H2)methyl]-4-fluoro-6-[2-hydroxy-1-(2H3)methoxypropan-2-yl]-3-[(3S)-oxolan-3-yloxy]-2,3-dihydro-1H-isoindol-1-on